3-((1R)-1-((7-(2,6-diazabicyclo[3.2.0]heptan-2-yl)-4-methylpyrido[3,4-d]pyridazin-1-yl)amino)ethyl)-2-methylbenzonitrile C12N(CCC2NC1)C1=CC=2C(=C(N=NC2N[C@H](C)C=2C(=C(C#N)C=CC2)C)C)C=N1